BrC=1C=CC(=C(C1)N1C(N=C2C=CC=CC2=C1)CCl)OC(C)C 3-(5-bromo-2-isopropoxyphenyl)-2-chloromethylquinazolin